NC1=NC=CC=C1C1=NC=2C(=NC(=CC2)N2CC(NCCC2)=O)N1C1=CC=C(CN2CCN(CC2)C(=O)OC(C)(C)C)C=C1 tert-butyl 4-(4-(2-(2-aminopyridin-3-yl)-5-(3-oxo-1,4-diazepan-1-yl)-3H-imidazo[4,5-b]pyridin-3-yl)benzyl)piperazine-1-carboxylate